hexadecyltri(n-butyl)phosphonium fluoride [F-].C(CCCCCCCCCCCCCCC)[P+](CCCC)(CCCC)CCCC